C(#N)C1=CC=NN(C1=O)CC(=O)NC1=CC(=C(C=C1)C)S(N(C)C)(=O)=O 2-(5-cyano-6-oxo-pyridazin-1-yl)-N-[3-(dimethylsulfamoyl)-4-methyl-phenyl]acetamide